1,3-dichloropropan-2-one ClCC(CCl)=O